rac-(1S*,2S*)-N-(6-chloropyrimidin-4-yl)-2-(4-methyl-1,3,5-triazin-2-yl)cyclopropane-1-carboxamide ClC1=CC(=NC=N1)NC(=O)[C@@H]1[C@H](C1)C1=NC=NC(=N1)C |r|